1-benzyl-1-(dimethylamino)propyl-4-morpholinophenylketone C(C1=CC=CC=C1)C(CC)(N(C)C)C1=C(C=CC(=C1)N1CCOCC1)C(=O)C1=C(C=C(C=C1)N1CCOCC1)C(CC)(CC1=CC=CC=C1)N(C)C